(R)-4-((1-methyl-1H-pyrazol-4-yl)methyl)-1-((methylamino)methyl)-N-(1-methylcyclopropyl)-5-oxo-1,2,4,5-tetrahydroimidazo[1,2-a]quinazoline-7-sulfonamide CN1N=CC(=C1)CN1C=2N(C3=CC=C(C=C3C1=O)S(=O)(=O)NC1(CC1)C)[C@@H](CN2)CNC